C(C)N(C=1C=C(C=CC1)C=1C2=CC=CC=C2N=C2C=CC=CC12)CC 9-(3-diethylaminophenyl)acridine